C(C)(C)(C)N([C@H]1CN(CC1)C=1N=NC(=CC1)C1=C(C=C(C=C1)C=1C=NN(C1)C1OCCCC1)OCOC)C (3R)-N-tert-butyl-1-{6-[2-(methoxymethoxy)-4-[1-(oxan-2-yl)pyrazol-4-yl]phenyl]pyridazin-3-yl}-N-methylpyrrolidin-3-amine